NC1=NC2=CC(=C(C=C2C=C1C)C(=O)N(CC1=NC=C(C=C1)C(F)(F)F)[C@@H](C)C1=NN(C=N1)C)F 2-amino-7-fluoro-3-methyl-N-((1S)-1-(1-methyl-1H-1,2,4-triazol-3-yl)ethyl)-N-((5-(trifluoromethyl)-2-pyridinyl)methyl)-6-quinolinecarboxamide